C1CC(C[N+]12CCCC2)O 5-Azoniaspiro[4.4]nonan-3-ol